3-((6-(bromomethyl)-5-fluoropyridazin-4-yl)amino)piperidine-2,6-dione BrCC1=C(C(=CN=N1)NC1C(NC(CC1)=O)=O)F